CC1=NC(=C(N=C1C)C)C(C)C 2,3,5-trimethyl-6-isopropylpyrazine